Cl.NC1C2CC(C(C1)C2)O 5-aminobicyclo[2.2.1]heptan-2-ol hydrochloride